1-(Bromomethyl)-2-methyl-4-nitrobenzene BrCC1=C(C=C(C=C1)[N+](=O)[O-])C